ClCC(=O)NC1=C(C=C(C(=C1)SCC(F)(F)F)C)F 2-Chloro-N-{2-fluoro-4-methyl-5-[(2,2,2-trifluoroethyl)sulfanyl]phenyl}acetamid